C(C)(C)(C)OC(=O)N(C1CC(C1)C(=O)O)C (1s,3s)-3-[(tert-butoxycarbonyl)(methyl)amino]cyclobutane-1-carboxylic acid